COC=1C=C(C=CC1)C(C)=O (3-methoxyphenyl)ethan-1-one